OC1=C(C=O)C=C(C=C1)CCO 2-hydroxy-5-(2-hydroxyethyl)benzaldehyde